(2-(2-((4-carbamoyl-2-aminophenyl)amino)ethoxy)ethyl)-3-methoxy-5-aminobenzamide C(N)(=O)C1=CC(=C(C=C1)NCCOCCC1=C(C(=O)N)C=C(C=C1OC)N)N